Cl.N[C@H]1[C@@H](CC1)C(=O)O trans-2-aminocyclobutane-1-carboxylic acid hydrochloride